N[C@@H]1C2=C(C=NC=C2)CC12CCN(CC2)C2=CN=C1C(N(C(NC1=N2)=O)C2=C(C(=NC=C2)NC2CC2)Cl)=O (S)-7-(5-amino-5,7-dihydrospiro[cyclopenta[c]pyridine-6,4'-piperidine]-1'-yl)-3-(3-chloro-2-(cyclopropylamino)pyridin-4-yl)-pteridine-2,4(1H,3H)-dione